1-(3,5-dichloro-2,4-difluorophenyl)-3-(2,6-difluorophenyl)urea ClC=1C(=C(C=C(C1F)Cl)NC(=O)NC1=C(C=CC=C1F)F)F